C(C1=CC=CC=C1)NC(=O)C1=NNC=2C3=C(CCC=4C(=NC=CC4)C21)C=C(C=C3)Cl N-benzyl-11-chloro-8,9-dihydro-1H-benzo[5,6]pyrazolo[3',4':7,8]cycloocta[1,2-b]pyridine-3-carboxamide